C(C)OCC1=C(C=CC=C1)C1=CC(=CC=C1)[C@@H](C)NC1=NC(=NC2=CC(=C(C=C12)OC)OC)C N-{(1R)-1-[2'-(ethoxymethyl)biphenyl-3-yl]ethyl}-6,7-dimethoxy-2-methylquinazolin-4-amine